FC=1C=NC(=NC1)N1CC(C(CC1)C(=O)N1CCOC2=C(C1)C=NC=C2C#N)O 4-[1-(5-fluoropyrimidin-2-yl)-3-hydroxy-piperidine-4-carbonyl]-3,5-dihydro-2H-pyrido[3,4-f][1,4]oxazepine-9-carbonitrile